2-Oxo-2-[(2S,5R)-4-(2,2-dimethylpropanoyl)-5-methyl-2-[3-(4-methylpiperazin-1-yl)phenyl]piperazin-1-yl]acetamide O=C(C(=O)N)N1[C@H](CN([C@@H](C1)C)C(C(C)(C)C)=O)C1=CC(=CC=C1)N1CCN(CC1)C